C(C)(C)OC(=O)C=1C(=NC=NC1)C=1C=C(C2=C(N(C(=N2)C)C(C)C)C1)F 4-(4-fluoro-1-isopropyl-2-methyl-1H-benzo[d]Imidazol-6-yl)pyrimidine-5-carboxylic acid isopropyl ester